6,7-dimethoxyquinolin-4-amine COC=1C=C2C(=CC=NC2=CC1OC)N